COC(CS(=O)(=O)C1=CN(C2=CC=CC=C12)CC1=CC=C(C=C1)Cl)=O 2-((1-(4-chlorobenzyl)-1H-indol-3-yl)sulfonyl)acetic acid methyl ester